OC[C@@]1(CNC2=C(NC1=O)N=CC(=C2)/C=C/C(=O)N(CC=2OC1=C(C2C)C=CC=C1)C)C (S,E)-3-(3-(hydroxymethyl)-3-methyl-4-oxo-2,3,4,5-tetrahydro-1H-pyrido[2,3-b][1,4]diazepin-8-yl)-N-methyl-N-((3-methylbenzofuran-2-yl)methyl)acrylamide